NCCOCCOCCOCCOC1=CC=C(C=C1)CCC=1C(=NN(C1O)C1=NC2=C(N1)C=CC(=C2)Cl)C2CCN(CC2)C(=O)OC(C)(C)C tert-butyl 4-(4-{2-[4-(2-{2-[2-(2-aminoethoxy)ethoxy]ethoxy}ethoxy)phenyl]ethyl}-1-(5-chloro-1H-1,3-benzodiazol-2-yl)-5-hydroxy-1H-pyrazol-3-yl)piperidine-1-carboxylate